BrC1=C2CCCC2=CC(=C1)COC 4-bromo-6-(methoxymethyl)indane